(S)-6-fluoro-5-(1-(2-fluoropropyl)-1H-benzo[d][1,2,3]triazol-6-yl)-4-methoxy-N-(1-(oxetan-3-yl)piperidin-4-yl)pyrrolo[2,1-f][1,2,4]triazin-2-amine FC=1C(=C2C(=NC(=NN2C1)NC1CCN(CC1)C1COC1)OC)C=1C=CC2=C(N(N=N2)C[C@H](C)F)C1